C1C(CNC1C(=O)[O-])O The molecule is the alpha-amino-acid anion formed by loss of a proton from the carboxy group of 4-hydroxyproline. It is a conjugate base of a 4-hydroxyproline.